4-(2-{[(2R,7aS)-2-fluoro-hexahydro-1H-pyrrolizin-7a-yl]methoxy}-4-{2,2-difluoro-7-azaspiro[3.5]nonan-7-yl}-8-fluoroquinazolin-7-yl)-5-ethynyl-6-fluoronaphthalen-2-ol F[C@@H]1C[C@@]2(CCCN2C1)COC1=NC2=C(C(=CC=C2C(=N1)N1CCC2(CC(C2)(F)F)CC1)C1=CC(=CC2=CC=C(C(=C12)C#C)F)O)F